2-methyl-N-[(1R)-1-{2-[(2-oxopyrrolidin-1-yl)methyl]quinolin-4-yl}ethyl]benzamide CC1=C(C(=O)N[C@H](C)C2=CC(=NC3=CC=CC=C23)CN2C(CCC2)=O)C=CC=C1